2-[6-({1-[(3R)-1-(1,3-dioxolan-2-yl)-4-methylpentan-3-yl]azetidin-3-yl}methyl)-4-methylpyrrolo[1,2-a]pyrazin-8-yl]-N-ethyl-5-fluoro-N-(isopropyl)benzamide O1C(OCC1)CC[C@H](C(C)C)N1CC(C1)CC1=CC(=C2N1C(=CN=C2)C)C2=C(C(=O)N(C(C)C)CC)C=C(C=C2)F